boron zinc salt [Zn].[B]